NC1=C(C=C(C=N1)OC1=C(C(=O)O)C=CC=C1)N1CCN(CC1)C(=O)OC(C)(C)C 2-[[6-amino-5-(4-(tert-butoxycarbonyl)piperazin-1-yl)pyridin-3-yl]oxy]benzoic acid